CCCCCCCC(=O)[O-] C8-octanoate